Butyl-1,5-diisobutyl-4-hydroxy-pyrazol C(CCC)C1=NN(C(=C1O)CC(C)C)CC(C)C